C(CCC)OCC(C)OCC(C)O 1-[(1-Butoxypropan-2-yl)oxy]propan-2-ol